N,N-dihydroxyethylammonium O[NH+](O)CC